dithianon C1=CC=C2C(=C1)C(=O)C1=C(C2=O)SC(=C(S1)C#N)C#N